COC=1C=C(C=CC1OC)C=1N(C2=C(C(=NC(=C2)C2=CC=C(C=C2)N2C[C@H]3[C@@H](C2)CN(C3)CC(C)(O)C)C)N1)C 1-((3aR,6aS)-5-(4-(2-(3,4-dimethoxyphenyl)-1,4-dimethyl-1H-imidazo[4,5-c]pyridin-6-yl)phenyl)hexahydropyrrolo[3,4-c]pyrrol-2(1H)-yl)-2-methylpropan-2-ol